O=C1OC2=CC(=CC=C2C(=C1)C1=C(C=CC=C1)C)[C@H]1[C@@H](C1)C(=O)N (trans)-2-(2-oxo-4-(o-tolyl)-2H-chromen-7-yl)cyclopropane-1-carboxamide